Ethyl (E)-3-(6-(acetoxymethyl)-5-methylpyridin-2-yl)acrylate C(C)(=O)OCC1=C(C=CC(=N1)/C=C/C(=O)OCC)C